(E)-3-(6-aminopyridin-3-yl)-N-((5-(5-(4,4-difluoropiperidine-1-carbonyl)pyridin-2-yl)-6-(trifluoromethyl)benzofuran-2-yl)methyl)acrylamide NC1=CC=C(C=N1)/C=C/C(=O)NCC=1OC2=C(C1)C=C(C(=C2)C(F)(F)F)C2=NC=C(C=C2)C(=O)N2CCC(CC2)(F)F